N[C@]1(CN(CCC1)C=1C=NC(=CC1CN1C2=NC=NC(=C2N=C1)N)C1=CC(=C(C=C1)OC)F)C(=O)OC(C)C isopropyl (R)-3-amino-1-(4-((6-amino-9H-purin-9-yl)methyl)-6-(3-fluoro-4-methoxyphenyl)pyridin-3-yl)piperidine-3-carboxylate